N-(1-(5-(6-bromo-3-cyanopyrazolo[1,5-a]pyridin-4-yl)pyridin-2-yl)-4-methylpiperidin-4-yl)-5-fluoro-2-methylbenzamide BrC=1C=C(C=2N(C1)N=CC2C#N)C=2C=CC(=NC2)N2CCC(CC2)(C)NC(C2=C(C=CC(=C2)F)C)=O